N-(1-(3,4-dichlorophenyl)-2-(dimethylamino)ethyl)-3-nitro-4-(trifluoromethyl)benzenesulfonamide ClC=1C=C(C=CC1Cl)C(CN(C)C)NS(=O)(=O)C1=CC(=C(C=C1)C(F)(F)F)[N+](=O)[O-]